(±)-(1s,4r)-2-hydrazono-7-azabicyclo[2.2.1]heptane-7-carboxylate N(N)=C1[C@@H]2CC[C@H](C1)N2C(=O)[O-] |r|